methyl 1-(4-chloro-2-fluorophenyl)-4-(5-chlorofuran-2-yl)-3-(4-fluorophenyl)-5-methyl-4,5-dihydro-1H-pyrazole-5-carboxylate ClC1=CC(=C(C=C1)N1N=C(C(C1(C(=O)OC)C)C=1OC(=CC1)Cl)C1=CC=C(C=C1)F)F